(S)-5-(2-(hydroxymethyl)azetidin-1-yl)-2-(4-methoxybenzyl)-4-(trifluoromethyl)pyridazin-3(2H)-one OC[C@H]1N(CC1)C1=C(C(N(N=C1)CC1=CC=C(C=C1)OC)=O)C(F)(F)F